N-(1-(tert-butyl)-1H-pyrazol-4-yl)-2-(2-fluoro-4-((6-(methylsulfonamido)quinolin-4-yl)oxy)phenyl)acetamide C(C)(C)(C)N1N=CC(=C1)NC(CC1=C(C=C(C=C1)OC1=CC=NC2=CC=C(C=C12)NS(=O)(=O)C)F)=O